COC(C(C1=CC=CC=C1)=O)(O)C1=CC=CC=C1 α-methoxybenzoin